OCC1(CC1)N1CC(C1)N(C(OC(C)(C)C)=O)C tert-butyl N-[1-[1-(hydroxymethyl) cyclopropyl] azetidin-3-yl]-N-methyl-carbamate